CNC1CCC(CC1)NC1=NC2=CC=C(C=C2CN1)B1OC(C(O1)(C)C)(C)C (1r,4r)-N1-methyl-N4-(6-(4,4,5,5-tetramethyl-1,3,2-dioxaborolan-2-yl)-3,4-dihydroquinazolin-2-yl)cyclohexane-1,4-diamine